CN1N=CC=C1C1=CC=C(C=C1)C1=NNC2=NC=C(C=C21)C=2C=CC1=C(CC[C@H](CC1)N1C3COCC1C3)C2 6-[(7S)-2-{3-[4-(1-Methyl-1H-pyrazol-5-yl)phenyl]-1H-pyrazolo[3,4-b]pyridin-5-yl}-6,7,8,9-tetrahydro-5H-benzo[7]annulen-7-yl]-3-oxa-6-azabicyclo[3.1.1]heptane